2-(2,4-difluoro-3-hydroxybenzylidene)-3-oxobutanoic acid tetrahydro-2H-pyran-4-yl ester O1CCC(CC1)OC(C(C(C)=O)=CC1=C(C(=C(C=C1)F)O)F)=O